7-(4-chloro-2-fluorobenzyl)-3,4-dihydroisoquinoline-2(1H)-carboxylic acid tert-butyl ester C(C)(C)(C)OC(=O)N1CC2=CC(=CC=C2CC1)CC1=C(C=C(C=C1)Cl)F